C(#N)C1=[N+](C=CC=C1)C=CC1=CC=CC=C1 cyanostyryl-pyridinium